calcium maleimide C1(C=CC(N1)=O)=O.[Ca]